6-(1-propyl-1H-pyrazol-4-yl)pyrazolo[1,5-a]pyridine-3-carbonitrile C(CC)N1N=CC(=C1)C=1C=CC=2N(C1)N=CC2C#N